4'-amino-3''-(tert-butyl)-5'-(3-(tert-butyl)phenyl)-[1,1':3',1''-terphenyl]-4-carbonitrile NC1=C(C=C(C=C1C1=CC(=CC=C1)C(C)(C)C)C1=CC=C(C=C1)C#N)C1=CC(=CC=C1)C(C)(C)C